4-(7-(1-ethoxyvinyl)-9-methyl-2-(trifluoromethyl)imidazo[1,2-c]quinazolin-5-yl)morpholine C(C)OC(=C)C1=CC(=CC=2C=3N(C(=NC12)N1CCOCC1)C=C(N3)C(F)(F)F)C